N1=NC=CC=C1 diazinine